1-(4-((((3S,4S)-8-(6-amino-5-((2-amino-3-chloropyridin-4-yl)thio)pyrazin-2-yl)-3-methyl-2-oxa-8-azaspiro[4.5]decan-4-yl)amino)methyl)-2-fluorophenyl)dihydropyrimidine-2,4(1H,3H)-dione NC1=C(N=CC(=N1)N1CCC2([C@@H]([C@@H](OC2)C)NCC2=CC(=C(C=C2)N2C(NC(CC2)=O)=O)F)CC1)SC1=C(C(=NC=C1)N)Cl